C(CCCCC)C(C(=O)NC(CCSCCC(=O)OCC(CCCCCCCCCCCC)CCCCCCCCCC)C(=O)NCC1CCN(CC1)C)CCCCCCCC 2-decyltetradecyl 3-((3-(2-hexyldecanamido)-4-(((1-methylpiperidin-4-yl)methyl)amino)-4-oxobutyl)thio)propanoate